(R)-2-Cyclopropyl-5-(4'-difluoromethyl-2'-methoxy-3,4,5,6-tetrahydro-2H-[1,3']bipyridinyl-4-yl)-4-methyl-7-(2-trifluoromethyl-benzyl)-2,4,5,7-tetrahydro-pyrazolo[3,4-d]pyrimidin-6-on C1(CC1)N1N=C2N(C(N([C@@H](C2=C1)C)C1CCN(CC1)C=1C(=NC=CC1C(F)F)OC)=O)CC1=C(C=CC=C1)C(F)(F)F